4-(2-(2-(3-((tert-butoxycarbonyl)methyl)phenoxy)ethoxy)ethylamino)-2-(hydroxymethyl)benzoic acid C(C)(C)(C)OC(=O)CC=1C=C(OCCOCCNC2=CC(=C(C(=O)O)C=C2)CO)C=CC1